CN(C)CC1=C(C=C(C=C1)NC(C(=C)F)=O)N1N=C(C=2C1=NC=CC2)C2=CC=C(C=C2)C(F)(F)F N-(4-((dimethylamino)methyl)-3-(3-(4-(trifluoromethyl)phenyl)-1H-pyrazolo[3,4-b]pyridin-1-yl)-phenyl)-2-fluoroacrylamide